Racemic-3-(3-cyano-4-fluorophenyl)-1-(8,9-difluoro-6-oxo-1,4,5,6-tetrahydro-2H-pyrano[3,4-c]isoquinolin-1-yl)-1-methylurea C(#N)C=1C=C(C=CC1F)NC(N(C)[C@H]1COCC=2NC(C=3C=C(C(=CC3C21)F)F)=O)=O |r|